C(#N)C1=C(C=C(C2=C1CCO2)C2=CC=C(C=C2)C(C)C)N(C)CC(C(=O)O)=C 2-[[[4-cyano-7-(4-isopropylphenyl)-2,3-dihydrobenzofuran-5-yl]-methyl-amino]methyl]prop-2-enoic acid